N-nitrosophenyl-hydroxylamine aluminium salt [Al].N(=O)N(O)C1=CC=CC=C1